2-methoxy-pyridine COC1=NC=CC=C1